C(C)(C)[C@H]1[C@@H](C[C@H](CC1)C)NC(OC1=CC=C(C=C1)C(C)(C)C)=O |&1:6| 4-tert-Butylphenyl (1R,2S,SR)-2-isopropyl-5-methylcyclohexylcarbamate